FC1=C(C(=O)OC)C=CC(=C1)NC1=NC(=CC=C1[N+](=O)[O-])C1=CC=CC=C1 methyl 2-fluoro-4-((3-nitro-6-phenylpyridin-2-yl)amino)benzoate